5-(4-(trifluoromethyl)phenyl)pyrrolidine-2-thione FC(C1=CC=C(C=C1)C1CCC(N1)=S)(F)F